C(C)(C)(C)OC(=O)N1CCC2(CC1)CCN(CC2)C2=CC=C1C(=NN(C1=C2)C)C=2C(=NC(=CC2)OCC2=CC=CC=C2)OCC2=CC=CC=C2.BrC2=CC=C(C1=CC=CC=C21)C(C)=O 1-(4-bromo-1-naphthyl)ethanone tert-butyl-9-[3-(2,6-dibenzyloxy-3-pyridyl)-1-methyl-indazol-6-yl]-3,9-diazaspiro[5.5]undecane-3-carboxylate